tri(2,4-dimethylphenyl) phosphite P(OC1=C(C=C(C=C1)C)C)(OC1=C(C=C(C=C1)C)C)OC1=C(C=C(C=C1)C)C